ClC1=CC(=C(C(=N1)C)I)N(S(=O)(=O)C)S(=O)(=O)C N-(6-chloro-3-iodo-2-methylpyridin-4-yl)-N-(methylsulfonyl)methanesulfonamide